CC1=CC=C(O1)C(=O)OCC ethyl 5-methylfuran-2-carboxylate